1-(7-amino-3,4-dihydroquinolin-2(1H)-yl)-2,2,2-trifluoroethane-1-one NC1=CC=C2CCC(NC2=C1)C(C(F)(F)F)=O